isovaleryl-glycolic acid C(CC(C)C)(=O)C(C(=O)O)O